OC1=CC=C(C=C1)C1=CC(=NO1)C1=CC=C(C=C1)CC(=O)N (4-(5-(4-hydroxyphenyl)isoxazol-3-yl)phenyl)acetamide